CN1C=C(C=C(C1=O)C)C=1C=CC(=NC1C(C)C)N1CC2N(CC1)CCN(C2)C=2C=CC(=NC2)N2CCN(CC2)C(=O)OC(C)(C)C tert-butyl 4-[5-[2-[5-(1,5-dimethyl-6-oxo-3-pyridyl)-6-isopropyl-2-pyridyl]-3,4,6,7,9,9a-hexahydro-1H-pyrazino[1,2-a]pyrazin-8-yl]-2-pyridyl]piperazine-1-carboxylate